CC12OC3(COC3)C(C1)(C2)C(=O)O 4-methyl-3-oxaspiro[bicyclo[2.1.1]hexane-2,3'-oxetane]-1-carboxylic acid